8-[(1S)-1-[[6-chloro-2-(7-fluoro-1-hydroxy-3H-2,1-benzoxaborol-5-yl)-3-pyridyl]amino]ethyl]-2-isopropyl-3,6-dimethyl-chromen-4-one ClC1=CC=C(C(=N1)C=1C=C(C2=C(COB2O)C1)F)N[C@@H](C)C=1C=C(C=C2C(C(=C(OC12)C(C)C)C)=O)C